N-Butoxymethyl-Acrylamide C(CCC)OCNC(C=C)=O